N-(beta-hydroxyethyl)-p-phenylenediamine OCCNC1=CC=C(C=C1)N